ClC1=C(OC2=NC=C(C=C2C(=O)NC2=CC(=CC=C2)CO)C(F)(F)F)C=CC(=C1)OC(F)(F)F 2-[2-chloro-4-(trifluoromethoxy)phenoxy]-N-[3-(hydroxymethyl)phenyl]-5-(trifluoromethyl)pyridine-3-carboxamide